1-butyl-3-(cyclohexylmethyl)-9-(2,3-dihydro-1,4-benzodioxin-7-ylmethyl)-1,4,9-triazaspiro[5.5]undecane-2,5-dione C(CCC)N1C(C(NC(C12CCN(CC2)CC=2C=CC1=C(OCCO1)C2)=O)CC2CCCCC2)=O